2-(2,6-Dimethylpyridin-4-yl)-3-isopropyl-1,5,7,8-tetrahydro-6H-pyrrolo[3,2-b][1,7]naphthyridine-6-carboxylic acid tert-butyl ester C(C)(C)(C)OC(=O)N1CCC=2C=C3C(=NC2C1)C(=C(N3)C3=CC(=NC(=C3)C)C)C(C)C